ClC1=CC=C(CN2C(\C(\C3=CC=CC=C23)=C/C=2NC(=CC2C)C)=O)C=C1 (Z)-1-(4-chlorobenzyl)-3-((3,5-dimethyl-1H-pyrrol-2-yl)methylene)-2-indolone